octadecane-9,12-dienoic acid ethyl ester C(C)OC(CCCCCCCC=CCC=CCCCCC)=O